COC([C@H](NC=1C(C2=CC=CC(=C2C(C1)=O)O)=O)C(C)C)=O (5-Hydroxy-1,4-dioxo-1,4-dihydronaphthalen-2-yl)-D-valine methyl ester